triaminoisonicotinic acid methyl ester COC(C1=C(C(=NC(=C1)N)N)N)=O